C(C)(C)(C)OC(=O)NCCCOC=1C=C2C(=CC=NC2=CC1)C(=O)O 6-(3-((tert-butoxycarbonyl)amino)propoxy)quinoline-4-carboxylic acid